FC1=CC=C(C=C1)C#CC1=CC=C(C(=O)NCC2(CCCCC2)O)C=C1 4-((4-fluorophenyl)ethynyl)-N-((1-hydroxycyclohexyl)methyl)benzamide